C(C)(C)OC(=O)N1[C@H](CN(CC1)CC1=C(C(=CC(=C1)Cl)NC=1OC(=NN1)C1(CC1)O)C)C (2S)-4-[[5-chloro-3-[[5-(1-hydroxycyclopropyl)-1,3,4-oxadiazol-2-yl]amino]-2-methyl-phenyl]methyl]-2-methyl-piperazine-1-carboxylic acid isopropyl ester